3-(2-isocyanoethyl)-1H-indole [N+](#[C-])CCC1=CNC2=CC=CC=C12